CS(=O)(=O)OC(C=1N(C2=CC=CC=C2C1)C(=O)OC(C)(C)C)C1=CC=CC=C1 Tert-Butyl 2-(((Methylsulfonyl)Oxy)(Phenyl)Methyl)-1H-Indole-1-Carboxylate